OC=C(C(=O)O)C(CC)(CC)CC.NC1=CC(=C(C=C1)N1N=C(C(=C1C1=CC(=C(C=C1)C(NCC(C)C)=O)OC)C(=O)N)NC(C)(C)C)C 1-(4-amino-2-methyl-phenyl)-3-(tert-butylamino)-5-(4-(isobutylcarbamoyl)-3-methoxy-phenyl)pyrazole-4-carboxamide hydroxytriethylmethacrylate